4-chloro-5-{[9-chloro-7-(5-fluoroindol-1-yl)-3,5-dihydro-2H-1,4-benzoxazepin-4-yl]methyl}-3H-pyrimidin-2-one ClC=1NC(N=CC1CN1CCOC2=C(C1)C=C(C=C2Cl)N2C=CC1=CC(=CC=C21)F)=O